BrC=1C(N(C(=CC1OCC1=NC=NC=C1F)C)C1=CC(=NC=C1C)C1=NC(=NC=C1C)C(C)(C)O)=O (M)-3-bromo-4-((5-fluoropyrimidin-4-yl)methoxy)-2'-(2-(2-hydroxypropan-2-yl)-5-methylpyrimidin-4-yl)-5',6-dimethyl-2H-[1,4'-bipyridin]-2-one